1-((S)-3-((4-((2,3-difluoro-4-(((R)-tetrahydrofuran-3-yl)methoxy)phenyl)amino)-7-fluoropyrido[3,2-d]pyrimidin-6-yl)oxy)pyrrolidin-1-yl)prop-2-en-1-one FC1=C(C=CC(=C1F)OC[C@H]1COCC1)NC=1C2=C(N=CN1)C=C(C(=N2)O[C@@H]2CN(CC2)C(C=C)=O)F